2,5-difluoro-4-((3-fluorobenzyl)oxy)aniline FC1=C(N)C=C(C(=C1)OCC1=CC(=CC=C1)F)F